C(C)OC1CN(C1)[C@H]1[C@H](CCCC1)NC=1C=C2CN(C(C2=CC1)=O)C1C(NC(CC1)=O)=O 3-(5-(((1S,2R)-2-(3-ethoxyazetidin-1-yl)cyclohexyl)amino)-1-oxoisoindolin-2-yl)piperidine-2,6-dione